S(=O)(=O)([O-])C1=CC=C(C)C=C1.C(CCC)N1C=[N+](C=C1)CCCC 1,3-Dibutylimidazolium tosylat